3-((5-fluoro-2-((4-phenoxyphenyl)amino)pyrimidin-4-yl)amino)benzoic acid methyl ester COC(C1=CC(=CC=C1)NC1=NC(=NC=C1F)NC1=CC=C(C=C1)OC1=CC=CC=C1)=O